8-(1-Propoylpiperidin-4-yl)-2-(4-methoxyphenyl)-5,6,7,8-tetrahydroimidazo[1,2-b]pyridazine-3-carboxamide C(CC)(=O)N1CCC(CC1)C1C=2N(NCC1)C(=C(N2)C2=CC=C(C=C2)OC)C(=O)N